(4-chloromethylphenyl)ethyl-methoxysilane ClCC1=CC=C(C=C1)CC[SiH2]OC